1-(3-(1,1-difluoroethyl)quinoxalin-6-yl)ethan-1-one FC(C)(F)C=1C=NC2=CC=C(C=C2N1)C(C)=O